C(#N)C1=CC=C(CNC(=O)C2=NN(C=3C(N(CCC32)CC3(CC3)S(=O)(=O)C(CO)(CO)C)=O)C)C=C1 N-(4-cyanobenzyl)-6-((1-((1,3-dihydroxy-2-methylpropan-2-yl)sulfonyl)cyclopropyl)methyl)-1-methyl-7-oxo-4,5,6,7-tetrahydro-1H-pyrazolo[3,4-c]pyridine-3-carboxamide